1-Methyl-1-nitroso-urea CN(C(=O)N)N=O